FC(C1=CC=C(/C=C/C=2SC(=C(N2)C2=CC=C(C=C2)F)Br)C=C1)(F)F (E)-2-(4-(trifluoromethyl)styryl)-5-bromo-4-(4-fluorophenyl)thiazole